C(C1=CC=CC=C1)(=O)OC1=CC=C(C(C2=CC=C(C=C2)OC(C2=CC=CC=C2)=O)(C2=CC=C(C=C2)OC(C2=CC=CC=C2)=O)Br)C=C1 tris(benzoyloxy)trityl bromide